Dihydropyrazinopyrazine N1CC=NC2=C1N=CC=N2